N-Methylhistamine CNCCC1=CNC=N1